methyl {(6S)-4-[4-(4-formylpiperidin-1-yl)phenyl]-2,3,9-trimethyl-6H-thieno[3,2-f][1,2,4]triazolo[4,3-a][1,4]diazepin-6-yl}acetate C(=O)C1CCN(CC1)C1=CC=C(C=C1)C1=N[C@H](C=2N(C3=C1C(=C(S3)C)C)C(=NN2)C)CC(=O)OC